(R)-3-(1-(7-(3-Methylisoxazol-4-yl)-4-oxoquinazolin-3(4H)-yl)ethyl)-N-(2,2,2-trifluoroethyl)benzamide CC1=NOC=C1C1=CC=C2C(N(C=NC2=C1)[C@H](C)C=1C=C(C(=O)NCC(F)(F)F)C=CC1)=O